ethyl 4-phenyl-1H-pyrrole-2-carboxylate C1(=CC=CC=C1)C=1C=C(NC1)C(=O)OCC